BrC1=CC=C(C=C1)NC(=O)[C@@H]1N(CCC1)C(=O)OC(C)(C)C tert-butyl (2R)-2-[(4-bromophenyl)carbamoyl]pyrrolidine-1-carboxylate